CC=1C=C2C(=NNC2=CC1C=1C=C(C=2N(C1)N=CN2)C)C2CCN(CC2)CC#N 2-(4-(5-methyl-6-(8-methyl-[1,2,4]triazolo[1,5-a]pyridin-6-yl)-1H-indazol-3-yl)piperidin-1-yl)acetonitrile